tert-butyl (2-(3-(imino(2-isopropyl-2,3-dihydro-1H-pyrrolo[3,4-c]pyridin-6-yl)methyl)thioureido)-5-(trifluoromethyl)pyridin-3-yl)(methyl)carbamate N=C(NC(NC1=NC=C(C=C1N(C(OC(C)(C)C)=O)C)C(F)(F)F)=S)C1=CC2=C(C=N1)CN(C2)C(C)C